N1CC(CCC1)C1=NC=2C(=NC=CC2C2CCN(CC2)C(=O)C2=CC=C(C=C2)OC(F)(F)F)N1 [4-[2-(3-piperidyl)-3H-imidazo[4,5-b]pyridin-7-yl]-1-piperidyl]-[4-(trifluoromethoxy)phenyl]methanone